3a-(3,4-dimethoxyphenyl)-2,3,7,7a-tetrahydro-1H-indol-6-one COC=1C=C(C=CC1OC)C12CCNC2CC(C=C1)=O